6-(5-fluoro-2-pyridyl)-N-[(1R)-1-(5-methyl-1,2,4-oxadiazol-3-yl)ethyl]-8-tetrahydropyran-4-yloxy-quinazolin-4-amine FC=1C=CC(=NC1)C=1C=C2C(=NC=NC2=C(C1)OC1CCOCC1)N[C@H](C)C1=NOC(=N1)C